ClC1=C2N=CN(C2=NC(=N1)N)CC(OCC)OCC 6-chloro-9-(2,2-diethoxyethyl)purin-2-amine